9-(3-nitrobenzyl)-3,9-diazaspiro[5.5]undecane-3-carboxylate [N+](=O)([O-])C=1C=C(CN2CCC3(CCN(CC3)C(=O)[O-])CC2)C=CC1